3-((6-(1-Cyclopropyl-1H-pyrazol-4-yl)-1-methyl-2-oxo-1,2,3,4-tetrahydroquinolin-7-yl)amino)phthalic acid C1(CC1)N1N=CC(=C1)C=1C=C2CCC(N(C2=CC1NC1=C(C(C(=O)O)=CC=C1)C(=O)O)C)=O